3-(4-Aminoimidazo[2,1-f][1,2,4]triazin-7-yl)-4-cyano-N-(4-cyanobicyclo[2.1.1]hexan-1-yl)benzenesulfonamide Trifluoroacetate Salt FC(C(=O)O)(F)F.NC1=NC=NN2C1=NC=C2C=2C=C(C=CC2C#N)S(=O)(=O)NC21CCC(C2)(C1)C#N